2-{1-[2-(Difluoromethoxy)pyridin-4-yl]azetidin-3-yl}-1-[1,6,7-trimethyl-4-(methylamino)-1,3-dihydro-2H-pyrrolo[3,4-c]pyridin-2-yl]ethanon FC(OC1=NC=CC(=C1)N1CC(C1)CC(=O)N1CC=2C(=NC(=C(C2C1C)C)C)NC)F